(R)-4-[5-(5-fluoro-2-methylpyridin-4-yl)-1H-pyrazole-3-carbonyl]-4-azaspiro[2.5]octane-7-carboxylic acid methyl ester COC(=O)[C@@H]1CCN(C2(CC2)C1)C(=O)C1=NNC(=C1)C1=CC(=NC=C1F)C